C1(=CC=CC=C1)NC1=CC2=C(NC(=N2)CNC2=CC(=NC=C2)C(F)(F)F)C=C1 N-Phenyl-2-(((2-(trifluoromethyl)pyridin-4-yl)amino)methyl)-1H-benzo[d]imidazol-5-amine